Ethyl 2-(4-(3,5-dimethoxyphenyl)-2-carbonylcyclohexyl)-2-carbonylacetate COC=1C=C(C=C(C1)OC)C1CC(C(CC1)C(C(=O)OCC)=C=O)=C=O